5-[[(3R,5R)-5-[4-(chloromethyl)phenyl]-1-methyl-3-piperidyl]amino]-2,4-dimethyl-pyridazin-3-one ClCC1=CC=C(C=C1)[C@H]1C[C@H](CN(C1)C)NC1=C(C(N(N=C1)C)=O)C